3-ethoxy-3-cyclobutene-1,2-dione C(C)OC=1C(C(C1)=O)=O